CC(CC(=O)O)(C)[N+]1=NC=C(C=C1)C1=NC=CC=N1 3-methyl-3-(4-pyrimidin-2-ylpyridazin-1-ium-1-yl)butanoic acid